4-Cyano-N-[3-(R or S)-[cyclopropyl(5,6,7,8,9,10-hexahydro-(R or S)-10-benzyl-4-hydroxy-2-oxo-2H-cycloocta[b]pyran-3-yl)methyl]phenyl]benzenesulfonamide C(#N)C1=CC=C(C=C1)S(=O)(=O)NC1=CC(=CC=C1)[C@H](C1=C(C2=C(OC1=O)[C@H](CCCCC2)CC2=CC=CC=C2)O)C2CC2 |o1:18,26|